tris(2,4-octanedione) iron [Fe].CC(CC(CCCC)=O)=O.CC(CC(CCCC)=O)=O.CC(CC(CCCC)=O)=O